OC1=C(CN(C(OC(C)(C)C)=O)CCO)C=CC=C1 Tert-butyl (2-hydroxybenzyl)(2-hydroxyethyl)carbamate